tert-Butyl (1-((difluoromethyl)sulfonyl)piperidin-3-yl)carbamate FC(S(=O)(=O)N1CC(CCC1)NC(OC(C)(C)C)=O)F